FC(C=1C(=C(C=CC1)C(C(F)F)NS(=O)C(C)(C)C)F)F N-(1-(3-(difluoromethyl)-2-fluorophenyl)-2,2-difluoroethyl)-2-methylpropane-2-sulfinamide